6-(4,4,5,5-tetramethyl-1,3,2-dioxaborolan-2-yl)isoquinolin CC1(OB(OC1(C)C)C=1C=C2C=CN=CC2=CC1)C